4-(4-(5-Chloro-6-methyl-1H-indazol-4-yl)-5-methyl-1-(2-azaspiro[3.3]heptan-6-yl)-1H-pyrazol-3-yl)-N-(2-methoxyethyl)benzamide ClC=1C(=C2C=NNC2=CC1C)C=1C(=NN(C1C)C1CC2(CNC2)C1)C1=CC=C(C(=O)NCCOC)C=C1